CN(C)CC N,N-dimethylmethylmethylamine